C1(=CC=CC=C1)[C@@H]1CC[C@@H](N1)C(=O)O |r| (2R,5S) and (2S,5R)-5-phenyl-pyrrolidine-2-carboxylic acid